1-(3,4-dimethoxyphenyl)cyclohexane-1-formaldehyde COC=1C=C(C=CC1OC)C1(CCCCC1)C=O